t-butyl (2R,4S)-4-hydroxy-2-methylpiperidine-1-carboxylate O[C@@H]1C[C@H](N(CC1)C(=O)OC(C)(C)C)C